3-hydroxy-L-glutamate OC([C@H](N)C(=O)[O-])CC(=O)[O-]